Cl.ClC1=CC=C(C[C@H]2CO[C@H](CN2C2CCC(CC2)C=2SC(=C(N2)C)C)C(=O)NCC)C=C1 (2R,5S)-5-(4-chlorobenzyl)-4-(4-(4,5-dimethylthiazol-2-yl)cyclohexyl)-N-ethylmorpholine-2-carboxamide hydrochloride